N-methyl-3-cyano-4-methoxy-2-pyridone CN1C(C(=C(C=C1)OC)C#N)=O